C1(CC1)NC(=O)NC1=NC=CC(=C1)OC1=C(C(=C(C=C1)[N+](=O)[O-])C)C 1-cyclopropyl-3-(4-(2,3-dimethyl-4-nitrophenoxy)pyridin-2-yl)urea